5-chloro-2-methoxy-pyridine ClC=1C=CC(=NC1)OC